[N-](S(=O)(=O)C(F)(F)F)S(=O)(=O)C(F)(F)F.C(=C)N1CN(C=C1)CC(=O)O 1-vinyl-3-carboxymethyl-imidazole bistrifluoromethanesulfonimide salt